CC(C(=O)C1=CC=C(C=C1)SC)(C)N1CCOCC1 2-methyl-1-(4-methylthiophenyl)-2-(4-morpholinyl)-1-propanone